C1(=CC=CC=C1)C(C(=O)O)(\C=C\CC(=O)O)CCC (E)-2-phenyl-2-propylhex-3-enedioic acid